(S)-2-methoxy-5-(4-((1-(5-selenocyanovaleryl)-3-pyrrolidinyl)amino)-6-quinazolinyl)nicotinonitrile COC1=C(C#N)C=C(C=N1)C=1C=C2C(=NC=NC2=CC1)N[C@@H]1CN(CC1)C(CCCC[Se]C#N)=O